tert-Butyl 2-amino-7-methyl-3-(5-(trifluoromethyl)benzo[d]thiazol-2-yl)-4,7-dihydrothieno[2,3-c]pyridine-6(5H)-carboxylate NC1=C(C2=C(C(N(CC2)C(=O)OC(C)(C)C)C)S1)C=1SC2=C(N1)C=C(C=C2)C(F)(F)F